lithium bis(fluorosulfonyl)amine FS(=O)(=O)NS(=O)(=O)F.[Li]